ClC=1C=C(C=CC1N1C=NC(=C1)C1=NC(=NC=C1C(F)(F)F)NC1CCN(CC1)S(=O)(=O)C)N1C[C@H](CC1)O (S)-1-(3-Chloro-4-(4-(2-((1-(methyl-sulfonyl)piperidin-4-yl)amino)-5-(trifluoromethyl)-pyrimidin-4-yl)-1H-imidazol-1-yl)-phenyl)pyrrolidin-3-ol